O[C@H](C([2H])([2H])N1N=CC(=C1C(F)(F)F)C(=O)OCC)C Ethyl (S)-1-(2-hydroxypropyl-1,1-d2)-5-(trifluoromethyl)-1H-pyrazole-4-carboxylate